[C@H]12[C@H](C[C@H](CC1)N2)O (1R,2S,4S)-7-azabicyclo[2.2.1]heptan-2-ol